C(C)N[C@H](C)CC1=CC2=C(C=C1)OCO2 |r| (+/-)-N-ethyl-3,4-methylenedioxyamphetamine